C(C)(C)(C)OC(=O)N1N=C(C(=C1)B(O)O)C (1-(t-butoxycarbonyl)-3-methyl-1H-pyrazol-4-yl)boronic acid